OC(CCCCCCCC=CC=CC=CC=CC=CC(=O)O)C 19-hydroxyleicosapentaenoic acid